CN(CCN(C(OC(C)(C)C)=O)[C@@H]1C[C@@H](C1)OC1=C2C=NN(C2=CC(=C1)C1=CC=C(C=C1)O)C1OCCCC1)C cis-tert-butyl N-(2-(dimethylamino)ethyl)-N-[3-[(6-(4-hydroxyphenyl)-1-(tetrahydro-2H-pyran-2-yl)-1H-indazol-4-yl)oxy]cyclobutyl]carbamate